C[Si]([Si]([Si](C)(C)C)([Si](C)(C)C)CC1(C(N2C(C=3C=CC=CC13)=NC1=C2C=CC=C1)=O)C)(C)C 5-((1,1,1,3,3,3-hexamethyl-2-(trimethylsilyl)trisilan-2-yl)methyl)-5-methylbenzo[4,5]imidazo[2,1-a]isoquinolin-6(5H)-one